CCCCCCCCCC(CC)N 10-dodecylamine